CC(C(=O)N)[Si](C)(C)C methyltrimethylsilylacetamide